3-(3-(2-phenoxyphenyl)acryloyl)-4-phenyloxazolidin-2-one O(C1=CC=CC=C1)C1=C(C=CC=C1)C=CC(=O)N1C(OCC1C1=CC=CC=C1)=O